N-cyclohexyl-2-{methyl[2-(1-methyl-1H-imidazol-4-yl)-5H,6H,7H-cyclopenta[d]pyrimidin-4-yl]amino}acetamide C1(CCCCC1)NC(CN(C=1C2=C(N=C(N1)C=1N=CN(C1)C)CCC2)C)=O